BrC1=CC2=C(S(C([C@@H]2F)(C)C)(=O)=O)C=C1 (R)-5-Bromo-3-fluoro-2,2-dimethyl-2,3-dihydrobenzo[b]thiophene-1,1-dioxide